(3R,4R)-4-({7-bromopyrrolo[2,1-f][1,2,4]triazin-2-yl}amino)piperidin-3-ol BrC1=CC=C2C=NC(=NN21)N[C@H]2[C@@H](CNCC2)O